1-Bromo-8-chloro-3-isopropylimidazo[1,5-a]pyrazine-5-carbaldehyde BrC=1N=C(N2C1C(=NC=C2C=O)Cl)C(C)C